C(CC)(=O)OCCCC1OCCCC1 3-(tetrahydropyran-2-yl)-propyl propionate